C(C(C)C)NC=1C=C(C=2N(C1)N=CC2C#N)C=2C=NC(=CC2)N2CC1N(C(C2)C1)CC=1C=NC(=CC1)OC 6-(isobutylamino)-4-(6-(6-((6-methoxypyridin-3-yl)methyl)-3,6-diazabicyclo[3.1.1]hept-3-yl)pyridin-3-yl)pyrazolo[1,5-a]pyridine-3-carbonitrile